C(CCCC)[C@@H]1CC[C@H](CC1)C1=CC=C(C=C1)C1=CC=C(C=C1)OCCCCCCO 6-((4'-(trans-4-pentylcyclohexyl)-[1,1'-biphenyl]-4-yl)oxy)hexan-1-ol